N-(5-((2-methoxy-3-(1-methyl-1H-1,2,4-triazol-3-yl)phenyl)amino)-6-(5-methyl-1H-imidazol-2-yl)pyridazin-3-yl)cyclopropanecarboxamide COC1=C(C=CC=C1C1=NN(C=N1)C)NC=1C=C(N=NC1C=1NC(=CN1)C)NC(=O)C1CC1